5-(1H-indole-2-carbonyl)-N-(1-(methoxymethyl)cyclopropyl)-N-methyl-4,5,6,7-tetrahydroisoxazolo[4,5-c]pyridine-3-carboxamide N1C(=CC2=CC=CC=C12)C(=O)N1CC2=C(CC1)ON=C2C(=O)N(C)C2(CC2)COC